3-((4-(2,4-difluorobenzyloxy)-3-bromo-6-methyl-2-oxopyridin-1(2H)-yl)methyl)-N-(2-hydroxyethyl)benzamide FC1=C(COC2=C(C(N(C(=C2)C)CC=2C=C(C(=O)NCCO)C=CC2)=O)Br)C=CC(=C1)F